C1(CC1)COC1=CC=C(C(=C1COC=1C(=CC(=C(C1)N1C(NC2=C(C1=O)C(=NN2)C(=O)O)=O)F)OC)F)F 5-(5-([6-(cyclopropylmethoxy)-2,3-difluorophenyl]methoxy)-2-fluoro-4-methoxyphenyl)-4,6-dioxo-1h,7h-pyrazolo[3,4-d]pyrimidine-3-carboxylic acid